3-bromo-6-(trifluoromethyl)picolinic acid ethyl ester C(C)OC(C1=NC(=CC=C1Br)C(F)(F)F)=O